2-(3-(2-(7,8-dimethyl-[1,2,4]triazolo[4,3-a]pyridin-6-yl)-3-isopropyl-1H-indol-5-yl)azetidin-1-yl)-N,N-dimethylacetamide CC1=C(C=2N(C=C1C=1NC3=CC=C(C=C3C1C(C)C)C1CN(C1)CC(=O)N(C)C)C=NN2)C